Cl.S1(CNCCC1)(=O)=O 1λ6,3-thiazinane-1,1-dione hydrochloride